4-benzyl-2-{[4-(o-tolyl)piperidin-1-yl]methyl}morpholine C(C1=CC=CC=C1)N1CC(OCC1)CN1CCC(CC1)C1=C(C=CC=C1)C